COC=1C2=CNN=C2C(=CC1C1=CN(C(C=C1)=O)C)C(=O)O 4-methoxy-5-(1-methyl-6-oxo-1,6-dihydropyridin-3-yl)-2H-indazole-7-carboxylic acid